ClC1=NC(=NC(=N1)C1=CC=2C(C3=CC=CC=C3C2C=C1)(C)C)C1=CC=2C(C3=CC=CC=C3C2C=C1)(C)C 2-chloro-4,6-bis(9,9-dimethyl-9H-fluoren-2-yl)-1,3,5-triazine